methyl 5-(2-amino-[1,2,4]triazolo[1,5-a]pyridin-7-yl)-2-methylbenzoate NC1=NN2C(C=C(C=C2)C=2C=CC(=C(C(=O)OC)C2)C)=N1